C(C1=CC=CC=C1)NC(C([C@H](C[C@H]1C(NCC1)=O)NC(OC(C)(C)C)=O)O)=O Tert-butyl ((2S)-4-(benzylamino)-3-hydroxy-4-oxo-1-((S)-2-oxopyrrolidin-3-yl)butan-2-yl)carbamate